F[C@H]1CN(CC[C@@H]1NC=1N=C(C2=C(N1)NC=C2C2=NC=1N(C=C2)N=CC1)NC)C N2-((3S,4S)-3-fluoro-1-methylpiperidin-4-yl)-N4-methyl-5-(pyrazolo[1,5-a]pyrimidin-5-yl)-7H-pyrrolo[2,3-d]pyrimidine-2,4-diamine